CN1C(C2=CC=C(C=C2C(=C1)C1=C(C=CC(=C1)S(=O)(=O)C)OCCC)C=1C=NN(C1)C)=O 2-methyl-6-(1-methylpyrazol-4-yl)-4-(5-methylsulfonyl-2-propoxyphenyl)isoquinolin-1-one